BrC=1C=C2C(=CNC2=CC1)C(C(=O)N)C (5-bromo-1H-indol-3-yl)propionamide